N-(1-cyclohexylethyl)-2-(phenyl-amino)-1H-benzo[d]imidazole-6-sulfonamide C1(CCCCC1)C(C)NS(=O)(=O)C=1C=CC2=C(NC(=N2)NC2=CC=CC=C2)C1